7-fluoro-6-(trifluoromethoxy)isoindolin-1-one FC=1C(=CC=C2CNC(C12)=O)OC(F)(F)F